C(C)(C)(C)OC(=O)N[C@@H](C(=O)O)CCCCNC(=O)OC(C)(C)C (2R)-2,6-bis(tert-butoxycarbonylamino)hexanoic acid